ClC1=CC(=C(S1)C1=CC=C(C(=N1)C)O[C@@H]1C[C@H](CCC1)C(=O)O)COC(NCCC)=O (1S,3S)-3-((6-(5-chloro-3-(((propylcarbamoyl)oxy)methyl)thiophen-2-yl)-2-methylpyridine-3-yl)oxy)cyclohexane-1-carboxylic acid